(-)-1-(benzo[b]thiophene-2-yl)-3-[(3S*,4R*)-4-(2,6-difluoro-4-methoxyphenyl)-1-(2-hydroxyethyl)-2-oxopyrrolidin-3-yl]urea S1C2=C(C=C1NC(=O)N[C@@H]1C(N(C[C@H]1C1=C(C=C(C=C1F)OC)F)CCO)=O)C=CC=C2 |o1:9,13|